N1=NN(C2=NC=CC=C21)OC2=C(C=C(C(=N2)C(=O)NCC(C(F)(F)F)(C)O)N2C(=CC=C2C)C)C(F)(F)F 6-((3H-[1,2,3]triazolo[4,5-b]pyridin-3-yl)oxy)-3-(2,5-dimethyl-1H-pyrrol-1-yl)-N-(3,3,3-trifluoro-2-hydroxy-2-methylpropyl)-5-(trifluoromethyl)picolinamide